C(C)OC(=O)C=1C(=NC(=NC1)S(=O)(=O)C)NCC1=CC(=C(C=C1)OC)Cl (3-chloro-4-methoxybenzylamino)-2-methylsulfonyl-pyrimidine-5-carboxylic acid ethyl ester